phenyl-p-methylphenyl-sulfimide C1(=CC=CC=C1)S(=N)C1=CC=C(C=C1)C